manganese (II) benzenesulfonate C1(=CC=CC=C1)S(=O)(=O)[O-].[Mn+2].C1(=CC=CC=C1)S(=O)(=O)[O-]